COC1=CC=C(C=N1)C=1N=C(C2=C(N1)C=C(S2)NS(=O)(=O)C=2C=C(C=CC2)/C=C/C(=O)OC)N2CCOCC2 (E)-Methyl 3-(3-(N-(2-(6-methoxypyridin-3-yl)-4-morpholinothieno[3,2-d]pyrimidin-6-yl)sulfamoyl)phenyl)acrylate